1-(2-chloroethyl)imidazole hydrochloride Cl.ClCCN1C=NC=C1